C(CCC)[P+](CC1=CC=CC=C1)(CCCC)CCCC.C(CCCCC)C1=C(C=CC=C1)S(=O)(=O)[O-] hexylbenzenesulfonic acid tributylbenzylphosphonium salt